2-(4-Fluorobenzoyl)-1,5-dihydro-4H-benzo[b]azepine-4-One FC1=CC=C(C(=O)C2=CC(CC3=C(N2)C=CC=C3)=O)C=C1